ClC=1C(=C(C=CC1)C)C1(CN(C1)C(=O)OC(C)(C)C)NC1=CC=C2C(C(N(C2=C1)C)=O)(C)C tert-butyl 3-(3-chloro-2-tolyl)-3-(1-methyl-3,3-dimethyl-2-oxo-6-indolinylamino)-1-azetidinecarboxylate